O1COC2=C1C=CC(=C2)/C=C/C(=O)N(C(C)C)C2CCCCC2 (E)-3-benzo[1,3]dioxol-5-yl-N-cyclohexyl-N-isopropyl-acrylamide